Lithium Germanide [GeH3-].[Li+]